4-amino-2,6-dichloro-5-(triisopropylsilyl)ethynylpyridine NC1=CC(=NC(=C1C#C[Si](C(C)C)(C(C)C)C(C)C)Cl)Cl